2-(2-(methylamino)ethoxy)ethanol CNCCOCCO